1,4-bis[3-hexyloxy-2-hydroxy-propylamino]benzeneMonomethylamine C(CCCCC)OCC(CNC1(CC=C(C=C1)NCC(COCCCCCC)O)CN)O